ethyl 1-(4-(3-cyanobenzyl)benzyl)-1H-pyrazole-4-carboxylate C(#N)C=1C=C(CC2=CC=C(CN3N=CC(=C3)C(=O)OCC)C=C2)C=CC1